(6-amino-5-methylpyridin-3-yl)-2-(2-(3-chlorophenyl)-4,4-difluoro-5-methylpiperidin-1-yl)-2-oxoacetamide NC1=C(C=C(C=N1)NC(C(=O)N1C(CC(C(C1)C)(F)F)C1=CC(=CC=C1)Cl)=O)C